ortho-divinyl-benzene C(=C)C1=C(C=CC=C1)C=C